O1COC2=C1C=CC(=C2)C[C@H]2O[C@H]([C@H]1[C@@]2(OC(O1)(C)C)C)N1C=CC2=C1N=CN=C2Cl 7-((3aR,4R,6R,6aR)-6-(benzo[d][1,3]dioxol-5-ylmethyl)-2,2,6a-trimethyltetrahydrofuro[3,4-d][1,3]dioxol-4-yl)-4-chloro-7H-pyrrolo[2,3-d]pyrimidine